tert-butyl-(5S)-5-[[(R)-tert-butylsulfinyl]amino]-3-(tetrahydropyran-2-yloxymethyl)spiro[5,7-dihydrocyclopenta[b]pyridine-6,4'-piperidine] C(C)(C)(C)N1CCC2(CC1)[C@@H](C=1C(=NC=C(C1)COC1OCCCC1)C2)N[S@](=O)C(C)(C)C